1,1'-(undecane-1,11-diyl)bis{4-[(E)-4-(diethylamino)styryl]-3-methylpyridin-1-ium} dibromide [Br-].[Br-].C(CCCCCCCCCC[N+]1=CC(=C(C=C1)\C=C\C1=CC=C(C=C1)N(CC)CC)C)[N+]1=CC(=C(C=C1)\C=C\C1=CC=C(C=C1)N(CC)CC)C